tert-butyl 2-(3,3,3-trifluoro-2-hydroxy-2-(trifluoromethyl)propyl)hydrazinecarboxylate FC(C(CNNC(=O)OC(C)(C)C)(C(F)(F)F)O)(F)F